FC1(C(COC1)N)F (4,4-difluorotetrahydrofuran-3-yl)amine